5-((1-benzyl-1H-tetrazol-5-yl)(4-methylpiperazin-1-yl)methyl)pyridin-2-ol C(C1=CC=CC=C1)N1N=NN=C1C(C=1C=CC(=NC1)O)N1CCN(CC1)C